COCCOC1=CC=2N(C=C1)C(=CN2)C2=CC(=NC=N2)NCC2=CC=C(C=C2)N2N=NC=C2 6-[7-(2-methoxyethoxy)imidazo[1,2-a]pyridin-3-yl]-N-{[4-(1H-1,2,3-triazol-1-yl)phenyl]methyl}pyrimidin-4-amine